NC=1C(=NC(=NC1C1=C(C=CC(=C1)OCOC)C)C1CCOCC1)C(=O)N 5-Amino-6-(5-(methoxymethoxy)-2-methylphenyl)-2-(tetrahydro-2H-pyran-4-yl)pyrimidine-4-carboxamide